4-(2-Chlorophenyl)-2-(3-thienylmethyl)imidazole ClC1=C(C=CC=C1)C=1N=C(NC1)CC1=CSC=C1